4,5,6,7-tetrahydro-1,2-oxaazepin O1N=CCCCC1